t-butyl (1-fluoro-4-(4,4,5,5-tetramethyl-1,3,2-dioxaborolan-2-yl)-5-((triisopropylsilyl)ethynyl) naphthalen-2-yl)carbamate FC1=C(C=C(C2=C(C=CC=C12)C#C[Si](C(C)C)(C(C)C)C(C)C)B1OC(C(O1)(C)C)(C)C)NC(OC(C)(C)C)=O